P(O)(O)O.P(O)(O)O.C(CCCCCCCCCCCCCCCCC)C(O)(C(CO)(CO)CO)CCCCCCCCCCCCCCCCCC bis-octadecyl-pentaerythritol bisphosphite